C(C1=CC=CC=C1)C1CCN(CC1)C(=O)C=1C=CC2=C(NC(C3=C(N2)C=CC(=C3)C=C)=O)C1 8-(4-Benzylpiperidine-1-carbonyl)-2-vinyl-5,10-dihydro-11H-dibenzo[b,e][1,4]diazepin-11-one